2-[[6-[(3R)-3-aminopiperidin-1-yl]-3-methyl-2,4-dioxopyrimidin-1-yl]methyl]-4-fluorobenzonitrile N[C@H]1CN(CCC1)C1=CC(N(C(N1CC1=C(C#N)C=CC(=C1)F)=O)C)=O